2-Isopropyl-6-methoxy-8-{6-methyl-1-[(4-methylphenyl)sulfonyl]-7-oxo-6,7-dihydro-1H-pyrrolo[2,3-c]pyridin-4-yl}-2H-1,4-benzoxazin-3(4H)-one C(C)(C)C1OC2=C(NC1=O)C=C(C=C2C=2C1=C(C(N(C2)C)=O)N(C=C1)S(=O)(=O)C1=CC=C(C=C1)C)OC